N1=C(C=CC=C1)S(=O)(=O)C1=CC=C(C=C1)CN1C=C2C(C=C1)=CCO2 N-{[4-(pyridine-2-sulfonyl)phenyl]methyl}furo[2,3-c]pyridine